C(C(=C)C)(=O)[O-].C(C)[N+]1(CCC1)CC diethyl-azetidinium methacrylate